[Bi]=S.[P] phosphorus bismuth sulfide